SC1=C(C=CC=C1)NC(=O)C1(CCCCC1)CC(CC)CC 1-(2-ethyl-butyl)-cyclohexanecarboxylic acid (2-mercapto-phenyl)-amide